C(C)OC(=O)C=1C=C2C=C(C=[N+](C2=CC1)[O-])C(F)(F)F 6-(ethoxycarbonyl)-3-(trifluoromethyl)quinoline-1-oxide